N-{4-[3-(5-Chloro-2-thienyl)-5-methyl-4-oxo-4,5-dihydro-1H-pyrrolo[3,2-c]pyridin-2-yl]pyridin-2-yl}-4,4-difluoro-2-(4-fluorophenyl)butanamid ClC1=CC=C(S1)C1=C(NC2=C1C(N(C=C2)C)=O)C2=CC(=NC=C2)NC(C(CC(F)F)C2=CC=C(C=C2)F)=O